CC1=CNC2=NC=CC(=C21)C=2NC1=CC=C(C=C1C2C)C2CCNCC2 3-methyl-4-(3-methyl-5-(piperidin-4-yl)-1H-indol-2-yl)-1H-pyrrolo[2,3-b]pyridine